CC1=CC=C(C=C1)S(=O)(=O)O.BrC(CN)CBr 2,3-dibromo-1-propylamine p-toluenesulfonate